N-((3S,5S)-1-((3S,4R)-1-(tert-butyl)-4-(4-chlorophenyl)pyrrolidine-3-carbonyl)-5-(morpholine-4-carbonyl)pyrrolidin-3-yl)-N-((1s,4R)-4-methylcyclohexyl)pivalamide C(C)(C)(C)N1C[C@H]([C@@H](C1)C1=CC=C(C=C1)Cl)C(=O)N1C[C@H](C[C@H]1C(=O)N1CCOCC1)N(C(C(C)(C)C)=O)C1CCC(CC1)C